2-chloro-4-(pyridin-3-yl)pyrimidine tert-butyl-4-[[1-[2-(2,6-dioxo-3-piperidyl)-1,3-dioxo-isoindolin-5-yl]-4-piperidyl]oxy]piperidine-1-carboxylate C(C)(C)(C)OC(=O)N1CCC(CC1)OC1CCN(CC1)C=1C=C2C(N(C(C2=CC1)=O)C1C(NC(CC1)=O)=O)=O.ClC1=NC=CC(=N1)C=1C=NC=CC1